7-{3-[1-(4,4-difluorocyclohexyl)-1H-pyrazol-4-yl]-6-methylpyridin-2-yl}-3-methoxycinnoline FC1(CCC(CC1)N1N=CC(=C1)C=1C(=NC(=CC1)C)C1=CC=C2C=C(N=NC2=C1)OC)F